[N+](=O)([O-])C=1C(=NC(=CC1)N1CCC2(CCC2)CC1)N 3-nitro-6-(7-azaspiro[3.5]nonane-7-yl)pyridine-2-amine